7-amino-N-(2-{9-amino-2,3-dimethyl-1,4-dioxa-7-azaspiro[4.4]nonan-7-yl}-5,6,7,8-tetrahydroquinolin-6-yl)-3-methylthieno[2,3-b]pyrazine-6-carboxamide NC1=C(SC2=NC(=CN=C21)C)C(=O)NC2CC=1C=CC(=NC1CC2)N2CC1(OC(C(O1)C)C)C(C2)N